N1=C(C=CC=C1)NC1=NC=C(C=N1)C(=O)N 2-(pyridine-2-ylamino)pyrimidine-5-carboxamide